1-Methyl-2-[1-methyl-2-(butyloxy)ethoxy]ethyl (±)-alaninate N[C@@H](C)C(=O)OC(COC(COCCCC)C)C |r|